perfluoro-amyl methyl ether COC(C(C(C(C(F)(F)F)(F)F)(F)F)(F)F)(F)F